O1CCN(CC1)CCCNC(=O)C1=CC2=C(N3C(S2)=NC(=C3)C=3C=C(C=CC3)C)C=C1 N-(3-morpholinopropyl)-2-(m-tolyl)benzo[d]imidazo[2,1-b]thiazole-7-carboxamide